C(=O)(O)CSC1=NC(=CC(=C1)CC(=O)O)Cl 2-[2-(carboxymethylsulfanyl)-6-chloropyridin-4-yl]acetic acid